dodecyl ((((S)-1-(dodecyloxy) oxopropan-2-yl)oxy)(4-nitrophenoxy)phosphoryl)-L-phenylalaninate C(CCCCCCCCCCC)OC[C@@H](C=O)OP(=O)(OC1=CC=C(C=C1)[N+](=O)[O-])N[C@@H](CC1=CC=CC=C1)C(=O)OCCCCCCCCCCCC